FC1=C(CNC(C(C)C)=O)C=CC(=C1C=1NC(C=C(N1)C=1C=NC(=CC1)OCCOCC(F)(F)F)=O)C(F)(F)F N-[2-fluoro-3-(6-oxo-4-{6-[2-(2,2,2-trifluoroethoxy)ethoxy]pyridin-3-yl}-1,6-dihydropyrimidin-2-yl)-4-(trifluoromethyl)benzyl]isobutyramide